1-[2-[1-(2,2-difluoroethyl)-3-methyl-pyrazol-4-yl]-6-[5-[(6-methylpyridazin-3-yl)amino]benzimidazol-1-yl]-3-pyridinyl]ethanol FC(CN1N=C(C(=C1)C1=NC(=CC=C1C(C)O)N1C=NC2=C1C=CC(=C2)NC=2N=NC(=CC2)C)C)F